CN(C1=NN=C(O1)C=1C=C2C=C(N=CC2=CC1)NC(=O)C1CCNCC1)C N-[6-[5-(dimethylamino)-1,3,4-oxadiazole-2-yl]-3-isoquinolinyl]Piperidine-4-carboxamide